C(C1=CC=CC=C1)OC[C@H]1[C@@H](C1)COC1=C(C=CC(=N1)C(=O)O)Br |r| (rac)-trans-6-(2-benzyloxymethyl-cyclopropylmethoxy)-5-bromopyridine-2-carboxylic acid